tert-butyl (cis)-1-(((S)-5-(ethoxycarbonyl)-6-(3-fluoro-2-methylphenyl)-2-(thiazol-2-yl)-3,6-dihydropyrimidin-4-yl) methyl)-3,3-difluorohexahydropyrrolo[3,4-b]pyrrole-5(1H)-carboxylate C(C)OC(=O)C1=C(NC(=N[C@H]1C1=C(C(=CC=C1)F)C)C=1SC=CN1)CN1[C@@H]2[C@H](C(C1)(F)F)CN(C2)C(=O)OC(C)(C)C